N-[2-[6-[[5-(3-fluoro-2-pyridyl)thiazol-2-yl]amino]imidazo[4,5-c]pyridin-1-yl]ethyl]-3-hydroxy-pyrrolidine-2-carboxamide FC=1C(=NC=CC1)C1=CN=C(S1)NC1=CC2=C(C=N1)N=CN2CCNC(=O)C2NCCC2O